4-Phenyl-5-(quinolin-2-yl)-2,4-dihydro-3H-1,2,4-triazole-3-thione C1(=CC=CC=C1)N1C(NN=C1C1=NC2=CC=CC=C2C=C1)=S